ClC1=C2C=NN(C2=C(C=C1)C(=O)NC1CC2(CCC2)C1)CC1=CC=C(C=C1)C1=CC(=NC=C1)OCC (Ra)-6-(4-Chloro-1-(4-(2-ethoxypyridin-4-yl)benzyl)-1H-indazol-7-carboxamido)spiro-[3.3]heptan